N1=C(C=CC=C1)SSCCC1=C(C=CC=C1)CN1N=NC2=C1N=CN=C2 3-[[2-[2-(pyridin-2-yl-dithio)ethyl]phenyl]methyl]triazolo[4,5-d]pyrimidine